ClC1=CC=C(C=C1)C(C(C)C1CC1)O 1-(4-Chlorophenyl)-2-cyclopropyl-propan-1-ol